C(=CC=CC(=O)[O-])C(=O)[O-] 1,3-butadien-1,4-dicarboxylat